COC1=C(C(=CC=C1)OC)N1C(=NC=2C1=NC(=CN2)CS(=O)(=O)NC)C2=NC(=CC=C2)OCC (1-(2,6-Dimethoxyphenyl)-2-(6-ethoxypyridin-2-yl)-1H-imidazo[4,5-b]pyrazin-6-yl)-N-methylmethanesulfonamide